C1(CC1)C=1N=NC(=C(N1)SC)CC1=CC=C(C=C1)F 3-cyclopropyl-6-(4-fluorobenzyl)-5-(methylthio)-1,2,4-triazine